FC=1C=C(C=C(C1OC)F)[C@H]1[C@@H](C(NC1)=O)NC(=O)NC1=CC=C(C=C1)F |o1:10,11| (-)-1-[(3S*,4R*)-4-(3,5-difluoro-4-methoxy-phenyl)-2-oxopyrrolidin-3-yl]-3-(4-fluorophenyl)-urea